1-(5-(Bromomethyl)pyridin-2-yl)dihydropyrimidine-2,4(1H,3H)-dione BrCC=1C=CC(=NC1)N1C(NC(CC1)=O)=O